3α,12α-dihydroxy-7-keto-5β-cholane-24-oic acid O[C@H]1C[C@H]2CC([C@H]3[C@@H]4CC[C@H]([C@@H](CCC(=O)O)C)[C@]4([C@H](C[C@@H]3[C@]2(CC1)C)O)C)=O